Trimethylammonio ethylmethacrylate Chlorid [(1R,3R)-3-[tert-butyl(dimethyl)silyl]oxycyclobutoxy]benzoate [Si](C)(C)(C(C)(C)C)OC1CC(C1)OC1=C(C(=O)[O-])C=CC=C1.[Cl-].C(C)C=C(C(=O)O[N+](C)(C)C)C.C[N+](C)(C)OC(C(=CCC)C)=O